C1(C(CCCC1)C(=O)O)C(=O)O.OCC(CO)(COCC(CO)(CO)CO)CO dipentaerythritol 1,2-cyclohexanedicarboxylate